N-(5-benzylthiazol-2-yl)-2-(2-(2,6-dioxopiperidin-3-yl)-1,3-dioxoisoindolin-5-yl)acetamide C(C1=CC=CC=C1)C1=CN=C(S1)NC(CC=1C=C2C(N(C(C2=CC1)=O)C1C(NC(CC1)=O)=O)=O)=O